N-(5-cyclopropyl-1H-pyrazol-3-yl)-6-methoxy-2-(piperazin-1-yl)-7-(3-(pyrrolidin-1-yl)propoxy)quinazolin-4-amine C1(CC1)C1=CC(=NN1)NC1=NC(=NC2=CC(=C(C=C12)OC)OCCCN1CCCC1)N1CCNCC1